6-(3-methyl-3H-imidazo[4,5-c]pyridin-7-yl)-5-(methylamino)pyrazine-2-carboxamide formate C(=O)O.CN1C=NC2=C1C=NC=C2C2=C(N=CC(=N2)C(=O)N)NC